C(CCCC)OCOCCCC(CC(CC(C)[Mg]Cl)C)C 8-pentyloxymethoxy-1,3,5-trimethyloctyl-magnesium chloride